tertbutyl N-[[1-(2,6-dioxo-3-piperidyl)-2-oxo-benzo[cJ]indol-5-yl]methyl]carbamate O=C1NC(CCC1N1C(C2=C3C(C=CC=C13)=C(C=C2)CNC(OC(C)(C)C)=O)=O)=O